oxo-propyl benzoate C(C1=CC=CC=C1)(=O)OCCC=O